tert-Butyl 7-[8-(tert-butoxycarbonylamino)-7-fluoro-3-(3-oxabicyclo[3.1.0]hexan-6-yloxycarbonylamino)-6-isoquinolyl]-8-methyl-2,3-dihydropyrido[2,3-b][1,4]oxazine-1-carboxylate C(C)(C)(C)OC(=O)NC=1C(=C(C=C2C=C(N=CC12)NC(=O)OC1C2COCC12)C1=C(C2=C(OCCN2C(=O)OC(C)(C)C)N=C1)C)F